CC1(CCOCC1)C(=O)NC1=CNC2=CC=C(C=C12)OC1CC(C1)C1=CC=C(C=C1)C(F)(F)F 4-methyl-N-{5-[(1R,3R)-3-[4-(trifluoromethyl)phenyl]cyclobutoxy]-1H-indol-3-yl}oxane-4-carboxamide